[1,1'-biphenyl]-3,4'-dicarboxaldehyde C1(=CC(=CC=C1)C=O)C1=CC=C(C=C1)C=O